CC1=NOC2=NC=C(C=C21)NC2=NN1C(C=CC=C1OC=1C=C(C=CC1)NC(C=C)=O)=N2 N-(3-(2-(3-methylisoxazolo[5,4-b]pyridin-5-ylamino)-[1,2,4]triazolo[1,5-a]pyridin-5-yloxy)phenyl)acrylamide